C1(CC1)C1=NC=CC(=N1)OC[C@H]1CN(CC1)C1=NC=C(C=N1)C(F)(F)F (R)-2-cyclopropyl-4-((1-(5-(trifluoromethyl)pyrimidin-2-yl)pyrrolidin-3-yl)methoxy)pyrimidine